CC=1OC(=CN1)C1=NC=CC=2N1N=C(N2)C(C)C 5-(2-methyl-1,3-oxazol-5-yl)-2-propan-2-yl-[1,2,4]triazolo[1,5-c]pyrimidin